octyl methyl disulfide CSSCCCCCCCC